4-bromo-3,3-bis(hydroxymethyl)-2-oxo-2,3-dihydro-1H-indole-1-carboxylic acid tert-butyl ester C(C)(C)(C)OC(=O)N1C(C(C2=C(C=CC=C12)Br)(CO)CO)=O